ClC=1C(=CC(=C(C1)S(=O)(=O)NC=1N=CSC1)F)O[C@@H](C)C1=CC(=CC=C1)F (S)-5-chloro-2-fluoro-4-(1-(3-fluorophenyl)ethoxy)-N-(thiazol-4-yl)benzenesulfonamide